2-(2,2-difluoroethoxy)-6-isopropoxypyridin-3-amine FC(COC1=NC(=CC=C1N)OC(C)C)F